2-(3-(4-(4-(quinoxalin-2-yl)-1H-pyrazol-1-yl)piperidin-1-yl)cyclohexyl)acetic acid N1=C(C=NC2=CC=CC=C12)C=1C=NN(C1)C1CCN(CC1)C1CC(CCC1)CC(=O)O